OC12C(OC=3C=NC=C(C31)OC)(C(C(C2O)C(=O)[O-])C2=CC=CC=C2)C2=CC=C(C=C2)I 4b,5-dihydroxy-7a-(4-iodophenyl)-4-methoxy-7-phenyl-4b,6,7,7a-tetrahydro-5H-cyclopenta[4,5]furo[2,3-c]pyridine-6-carboxylate